4-(2-chloro-6-fluorobenzyl)-2-(4-((2-(3-ethoxy-3-methylazetidin-1-yl)pyridin-4-yl)oxy)phenyl)-2,4-dihydro-3H-1,2,4-triazol-3-one ClC1=C(CN2C(N(N=C2)C2=CC=C(C=C2)OC2=CC(=NC=C2)N2CC(C2)(C)OCC)=O)C(=CC=C1)F